C[C@H]1[C@@H]([C@H]([C@H]([C@@H](O1)O)O[C@H]2[C@@H]([C@@H]([C@H]([C@@H](O2)C)O)O)O[C@H]3[C@@H]([C@H]([C@@H]([C@H](O3)CO)O)O[C@H]4[C@@H]([C@@H]([C@H]([C@@H](O4)C)O)O)O)NC(=O)C)O)O The molecule is an amino tetrasaccharide comprising an acetylated glucosamine residue and three alpha-L-rhamnose residues, one of which is at the reducing end.